6,7,8,9-tetrahydro-5H-[1,2,3]triazino[5,4-c]azepine N1=NN=CC=2CNCCCC21